amino-tungsten N[W]